ClCC1=NN(C(=C1)F)C1OCCCC1 3-(chloromethyl)-5-fluoro-1-(tetrahydro-2H-pyran-2-yl)-1H-pyrazole